4-((14-amino-3,6,9,12-tetraoxatetradecyl)sulfinyl)-1-oxoisoindolin NCCOCCOCCOCCOCCS(=O)C1=C2CNC(C2=CC=C1)=O